(RS)-tert-butyl-sulfenamide C(C)(C)(C)SN